O[C@@H](C)C1=NC=C(C(=C1)C1=C(C=NC(=C1)C)C(=O)NC=1SC(=NN1)OC)OC (S)-2'-(1-hydroxyethyl)-5'-methoxy-N-(5-methoxy-1,3,4-thiadiazol-2-yl)-6-methyl-(4,4'-bipyridine)-3-carboxamide